1-(6-(1-(2-chloroethyl)piperidin-4-yl)-4-(7-(difluoromethyl)-6-(1-methyl-1H-pyrazol-4-yl)-3,4-dihydroquinolin-1(2H)-yl)isoindolin-2-yl)ethan-1-one ClCCN1CCC(CC1)C1=CC(=C2CN(CC2=C1)C(C)=O)N1CCCC2=CC(=C(C=C12)C(F)F)C=1C=NN(C1)C